C(C)(=O)NC=1C=C(C=CC1)C1=C2CN(C(C2=C(C=C1)O)=O)CC(C(=O)N)=C 2-{[4-(3-acetamidophenyl)-7-hydroxy-1-oxo-2,3-dihydro-1H-isoindol-2-yl]methyl}prop-2-enamide